O=C1NC(CCC1NC1=CC(=C(C(=C1)F)N1CCC(CC1)(O)CC(=O)OC(C)(C)C)F)=O tert-butyl 2-(1-(4-((2,6-dioxopiperidin-3-yl)amino)-2,6-difluorophenyl)-4-hydroxypiperidin-4-yl)acetate